C(C)OC(=O)C=1C(N(N=C(C1)C=1C=NC(=CC1)C(F)(F)F)C=1C=NC=C(C1)F)=O 2-(5-Fluoropyridin-3-yl)-3-oxo-6-[6-(trifluoromethyl)pyridin-3-yl]-2,3-dihydropyridazine-4-carboxylic acid ethyl ester